(3Z,6Z,9S,10R)-9,10-epoxy-1,3,6-heneicosatriene C=C\C=C/C\C=C/C[C@H]1[C@@H](CCCCCCCCCCC)O1